3-(3,5-dimethyl-1H-1,2,4-triazol-1-yl)-1-(2-(4-(4-fluorobenzyl)-6-methylpyridin-2-yl)morpholino)propan-1-one CC1=NN(C(=N1)C)CCC(=O)N1CC(OCC1)C1=NC(=CC(=C1)CC1=CC=C(C=C1)F)C